C(#N)C1=CC(=CC=2N=C(OC21)C=2C(=C(C=CC2)C2=C(C(=CC=C2)NC=2N=CC=C1C=C(C=NC21)C=2NCCN2)C)C)CN2CCCC2 (R)-1-((7-Cyano-2-(3'-(3-(4,5-dihydro-1H-imidazol-2-yl)-1,7-naphthyridin-8-ylamino)-2,2'-dimethylbiphenyl-3-yl)benzo[d]oxazol-5-yl)methyl)pyrrolidin